(S,E)-tert-butyl 2-((3-(7-(dimethylamino)-2-((methoxycarbonyl) amino)-7-oxohept-5-enamido)-2-oxopyridin-1(2H)-yl)methyl)-4-isobutyl-1H-indole-1-carboxylate CN(C(/C=C/CC[C@@H](C(=O)NC=1C(N(C=CC1)CC=1N(C2=CC=CC(=C2C1)CC(C)C)C(=O)OC(C)(C)C)=O)NC(=O)OC)=O)C